ClC1=CC=C(C=C1)N1N=CC=C1 2-(4-chlorophenyl)pyrazol